BrC1=CNC2=CN=C(C=C21)C 3-bromo-5-methyl-1H-pyrrolo[2,3-C]pyridine